C(C)N1C([C@@H](OC2(C1)CCN(CC2)CCOC(C)C)C)=O (S)-4-Ethyl-9-(2-isopropoxyethyl)-2-methyl-1-oxa-4,9-diazaspiro[5.5]undecan-3-on